CN1CCC(CC1)(C)CC=1SC2=C(N1)C=C(C=C2)[C@@H]2NC[C@H](CC2)C 2-((1,4-dimethylpiperidin-4-yl)methyl)-5-((2R,5S)-5-methylpiperidin-2-yl)benzo[d]thiazole